N=1N(N=C2C1C=CC=C2)C2=C(C(=CC(=C2)CCCCCCC)CCCCCCCCCCCC)O 2-(2H-benzotriazol-2-yl)-6-dodecyl-4-heptylphenol